C(=O)C1C[C@H](N(CC1)C(=O)OCC1=CC=CC=C1)C1=CC=C(C=C1)C(=O)OC (2S)-benzyl 4-formyl-2-(4-(methoxycarbonyl)phenyl)piperidine-1-carboxylate